(Z)-3-benzylidene-5-bromo-2-(methyl-[2-pyridyl]amino)isoindolin-1-one C(/C1=CC=CC=C1)=C\1/N(C(C2=CC=C(C=C12)Br)=O)N(C1=NC=CC=C1)C